3-(tert-butyl) 4-methyl (2R,4S)-2-(tert-butyl)-4-(methyl-d3)oxazolidine-3,4-dicarboxylate C(C)(C)(C)[C@H]1OC[C@](N1C(=O)OC(C)(C)C)(C(=O)OC)C([2H])([2H])[2H]